2-(2-cyclopropyl-7-(4-methoxyphenyl)-4-oxopyrazolo[1,5-d][1,2,4]triazin-5(4H)-yl)-N-((1s,3s)-3-hydroxy-3-methylcyclobutyl)acetamide C1(CC1)C1=NN2C(=NN(C(C2=C1)=O)CC(=O)NC1CC(C1)(C)O)C1=CC=C(C=C1)OC